N1N=CC2=C1C=NC=N2 PYRIMIDOPYRAZOLE